CN(C)CC=1C=C(C=C(C1)OCCCCCCCCCCCCCC(=O)O)OCCCCCCCCCCCCCC(=O)O.COC1=CC=C(C=C1)CN(S(=O)(=O)C1=CC(=C(C=C1)NC1=NC=CC=C1)C=1N=CN(C1)C)C N-[(4-methoxyphenyl)methyl]-N-methyl-3-(1-methylimidazol-4-yl)-4-(2-pyridylamino)benzenesulfonamide ((5-((dimethylamino)methyl)-1,3-phenylene)bis(oxy))bis(hexane-6,1-diyl)dioctanoate